2-Propynyl vinylsulfonate C(=C)S(=O)(=O)OCC#C